NC1=NC(=NS1)C1=C2C=CC(=NC2=CC=C1)C(=O)NS(=O)(=O)C1=C(C=CC=2CC(OC21)(C)C)OC 5-(5-amino-1,2,4-thiadiazol-3-yl)-N-((6-methoxy-2,2-dimethyl-2,3-dihydrobenzofuran-7-yl)sulfonyl)quinoline-2-carboxamide